ClC1=CC(=C(N=N1)NC1C[C@@H]2[C@@H](CN(C2)C(=O)OC(C)(C)C)C1)C(F)(F)F tert-Butyl (3aR,5s,6aS)-5-((6-chloro-4-(trifluoromethyl)pyridazin-3-yl)amino)hexahydrocyclopenta[c]pyrrole-2(1H)-carboxylate